C1(CC1)S(=O)(=O)NC1=CC(=C(C(=O)NC2=NC(=CC(=C2)C)N2CC(C2)(F)F)C=C1)N1CCC2(CC2)CC1 4-(Cyclopropanesulfonamido)-N-(6-(3,3-difluoroazetidin-1-yl)-4-methylpyridin-2-yl)-2-(6-azaspiro[2.5]octan-6-yl)benzamide